CC(C)(C)C1=CC=C(C=C1)NC1=CC=CC2=CC=CC=C12 N-[4-(1,1-Di-methylethyl)phenyl]-1-naphthalenamine